1H-Benzimidazol-1-thiocarboxylat N1(C=NC2=C1C=CC=C2)C([O-])=S